C(CCCCCCCC=C)(=O)O 9-decaenoic acid